C(C)NCCCN N-ethylpropane-1,3-diamine